NC1=CC=C(N=N1)C1CCN(CC1)C(=O)C1=C(C=C(C=C1)Br)C [4-(6-amino-pyridazin-3-yl)-piperidin-1-yl]-(4-bromo-2-methyl-phenyl)-methanone